FC=1C=C(C=CC1)N1C=C(C2=C1N=CN=C2OC2=CC=C1C(=CC(OC1=C2)=O)C)I 7-[7-(3-fluoro-phenyl)-5-iodo-7H-pyrrolo[2,3-d]Pyrimidine-4-oxy]-4-methylcoumarin